C(C1=CC=CC=C1)OCN1C(N(C=CC1=O)[C@@H]1O[C@@H]([C@H]([C@H]1OC)O[Si](C)(C)C(C)(C)C)CO[Si](C)(C)C(C)(C)C)=O 3-((benzyloxy)methyl)-1-((2R,3R,4R,5R)-4-((tert-butyldimethylsilyl)oxy)-5-(((tert-butyldi-methylsilyl)oxy)methyl)-3-methoxytetrahydrofuran-2-yl)pyrimidine-2,4(1H,3H)-dione